N-(4,4-difluorocyclohexyl)-5-(3-(2,2-difluoroethyl)-2-methyl-3H-imidazo[4,5-b]pyridin-5-yl)-4-methoxy-7H-pyrrolo[2,3-d]pyrimidin-2-amine FC1(CCC(CC1)NC=1N=C(C2=C(N1)NC=C2C2=CC=C1C(=N2)N(C(=N1)C)CC(F)F)OC)F